2-(3-fluoro-2-vinylphenyl)-1,3-dioxolane FC=1C(=C(C=CC1)C1OCCO1)C=C